Cl.C[C@@H]1CN(C[C@@H](N1)C)C=1C=C2C(=CC(=NC2=NC1)C1=CC2=CN(N=C2C(=C1O)F)C)C#N 6-[(3R,5S)-3,5-dimethylpiperazin-1-yl]-2-(7-fluoro-6-hydroxy-2-methylindazol-5-yl)-1,8-naphthyridine-4-carbonitrile hydrochloride